(2-aminoethyl)piperazine NCCN1CCNCC1